[Sb]=O.[Sn].[Ti] titanium tin antimony oxide